bis(4-aminophenyl)-N-methylamine NC1=CC=C(C=C1)N(C)C1=CC=C(C=C1)N